NC1=NC2=C(C=CC1)C=CC(=C2)C=2C=NC=NC2 2-Amino-8-pyrimidin-5-yl-3H-1-benzazepine